[Na+].ClC1=CC=C2C(=C(N(C2=C1F)C=1C=NN(C1)CC)C1CC1)SC=1C(=C(C(=O)[O-])C=CC1)F 3-((6-chloro-2-cyclopropyl-1-(1-ethyl-1H-pyrazol-4-yl)-7-fluoro-1H-indol-3-yl)thio)-2-fluorobenzoic acid sodium salt